CN(C=1C=C(C=CC1C)C(C(=O)NCC=1SC=C2C1CN(C2=O)C2C(NC(CC2)=O)=O)=O)C 2-(3-(dimethylamino)-4-methylphenyl)-N-((5-(2,6-dioxopiperidin-3-yl)-4-oxo-5,6-dihydro-4H-thieno[3,4-c]pyrrol-1-yl)methyl)-2-oxoacetamide